C1(CC1)C1=CC(=CC(=N1)NC(C=1C(N(C=C(C1)C1CNCC1)C1CC1)=O)=O)C1=C(C=C(C=C1)F)C1=NN=CN1C N-{6-Cyclopropyl-4-[4-fluoro-2-(4-methyl-4H-1,2,4-triazol-3-yl)phenyl]-2-pyridyl}-1-cyclopropyl-2-oxo-5-(3-pyrrolidinyl)-1,2-dihydronicotinamide